(1-(2-hydroxyethyl)piperidin-4-yl)-2-oxo-1,2-dihydropyridine-3-carboxamide OCCN1CCC(CC1)N1C(C(=CC=C1)C(=O)N)=O